O1C(CCC1)COC1CNC1 3-(tetrahydrofuran-2-ylmethoxy)azetidine